cis-5-Decen CCCC\C=C/CCCC